CN(C)CC=1N=C(SC1)N(CC1=CC=C(C=C1)N1CCCC1)CC1=CC(=CC=C1)OC 4-((dimethylamino)methyl)-N-(3-methoxybenzyl)-N-(4-(pyrrolidin-1-yl)benzyl)thiazol-2-amine